ClC=1C2=C(N=C(N1)C)C=NC(=N2)OCC 4-Chloro-6-ethoxy-2-methylpyrimido[5,4-d]pyrimidine